Dimethyl 2,5-dibromoterephthalate BrC1=C(C(=O)OC)C=C(C(=C1)C(=O)OC)Br